(1R,3R)-2,2-dichloro-3-(3-fluoro-5-(trifluoromethyl)phenyl)cyclopropane-1-carboxamide tert-butyl-5-[2-amino-4-(3-cyanophenyl)thiazol-5-yl]-7-methyl-indazole-1-carboxylate C(C)(C)(C)OC(=O)N1N=CC2=CC(=CC(=C12)C)C1=C(N=C(S1)N)C1=CC(=CC=C1)C#N.ClC1([C@H]([C@@H]1C1=CC(=CC(=C1)C(F)(F)F)F)C(=O)N)Cl